BrC1=NC(=CC(=C1)[C@H]1[C@@H](N(CCN1S(=O)(=O)C)C(=O)OC(C)(C)C)C)Cl trans-tert-butyl 3-(2-bromo-6-chloropyridin-4-yl)-2-methyl-4-(methylsulfonyl)piperazine-1-carboxylate